CC1=NC(=CC=C1)C1=NC(=CC=C1)C 2-methyl-6-(6-methyl-2-pyridyl)pyridine